6-(1H-Indazol-4-ylmethyl)-2-(1H-indazol-6-ylmethyl)-8-methyl-6,8-dihydro-3-thia-1,5,6,8-tetraaza-cyclopenta[a]inden-7-one N1N=CC2=C(C=CC=C12)CN1C(C=2N(C3=C(C2C=N1)SC(=N3)CC3=CC=C1C=NNC1=C3)C)=O